ClC=1C=C(C(=C(CN2C[C@@H](N(CC2)C(=O)C2CCCC2)C)C1)C)NC=1SC2=C(N1)C=C(C=C2)Cl (S)-(4-(5-chloro-3-((5-chlorobenzo[d]thiazol-2-yl)amino)-2-methylbenzyl)-2-methylpiperazin-1-yl)(cyclopentyl)methanone